10-(5-((1R,4R)-2-oxa-5-azabicyclo[2.2.1]heptan-5-yl)pentyl)-3,7-di(1H-indazol-5-yl)-8-methyl-10H-benzo[b]pyrido[2,3-e][1,4]oxazine [C@H]12OC[C@H](N(C1)CCCCCN1C3=C(OC4=C1N=CC(=C4)C=4C=C1C=NNC1=CC4)C=C(C(=C3)C)C=3C=C4C=NNC4=CC3)C2